F[C@@H]1C[C@@H](N(C1)C)COC=1N=C(C2=C(N1)CN(CC2)C2=CC=CC1=CC=CC(=C21)C)N2C[C@@H](NCC2)CC#N 2-[(2S)-4-[2-[[(2R,4R)-4-fluoro-1-methyl-pyrrolidin-2-yl]methoxy]-7-(8-methyl-1-naphthyl)-6,8-dihydro-5H-pyrido[3,4-d]pyrimidin-4-yl]piperazin-2-yl]acetonitrile